bis(2-t-butyl-4,6-dimethylphenyl) ethyl phosphite P(OC1=C(C=C(C=C1C)C)C(C)(C)C)(OC1=C(C=C(C=C1C)C)C(C)(C)C)OCC